O1COC2=C1C=CC=C2CNCCC2=CC(=NC=C2)N2CCCCC2 N-(1,3-benzodioxol-4-ylmethyl)-2-[2-(1-piperidinyl)-4-pyridinyl]ethanamine